methyl 2-[(2S,4R)-4-[tert-butyl (dimethyl) silyl] oxy-1-[(2-methylpropan-2-yl) oxycarbonyl] pyrrolidin-2-yl]-1H-imidazole-5-carboxylate [Si](C)(C)(C(C)(C)C)O[C@@H]1C[C@H](N(C1)C(=O)OC(C)(C)C)C=1NC(=CN1)C(=O)OC